(4R,5S)-5-amino-7-ethyl-4-(3-nitrophenyl)-1-phenyl-4H,5H-pyrazolo[3,4-b]pyridin-6-one N[C@H]1[C@@H](C2=C(N(C1=O)CC)N(N=C2)C2=CC=CC=C2)C2=CC(=CC=C2)[N+](=O)[O-]